C(C1=CC=CC=C1)N1CC=2N(CC1)C(=NC2C(=O)OCC)Br ethyl 7-benzyl-3-bromo-5,6,7,8-tetrahydroimidazo[1,5-a]pyrazine-1-carboxylate